C(C)(=O)N1[C@H](CCC2=C(C(=CC=C12)C1CCN(CC1)C(=O)OC(C)(C)C)OCCC)C tert-butyl (S)-4-(1-acetyl-2-methyl-5-propoxy-1,2,3,4-tetrahydroquinolin-6-yl)piperidine-1-carboxylate